4-((2,5-dimethyl-4,5-dihydro-[1,2,4]triazolo[1,5-a]quinoxalin-6-yl)amino)-6-(3,3-dimethylureido)-N-(methyl-d3)pyridazine-3-carboxamide CC1=NN2C(CN(C3=C(C=CC=C23)NC2=C(N=NC(=C2)NC(=O)N(C)C)C(=O)NC([2H])([2H])[2H])C)=N1